C(C(C)C)(=O)OC1C(C(C(C1)N1C=2N=C(NC(C2N=C1)=O)N)=C)CO 4-(2-amino-6-oxo-1H-purin-9(6H)-yl)-2-(hydroxymethyl)-3-methylenecyclopentyl isobutyrate